1-(2-chlorophenyl)-2-(2H-tetrazol-2-yl)ethane-1-ol ClC1=C(C=CC=C1)C(CN1N=CN=N1)O